5-([1,1'-Biphenyl]-3-yl)-N-((1R,2S)-2-aminocyclopentyl)-4-oxo-4,5-dihydro-3H-1-thia-3,5,8-triazaacenaphthylene-2-carboxamide C1(=CC(=CC=C1)N1C(NC2=C(SC=3N=CC=C1C32)C(=O)N[C@H]3[C@H](CCC3)N)=O)C3=CC=CC=C3